Tert-butyl N-[2-[3-(hydroxymethyl)cyclobutoxy]ethyl]-N-methyl-carbamate OCC1CC(C1)OCCN(C(OC(C)(C)C)=O)C